NC1=NC=CC=C1S(=O)(=O)NC(=O)C=1C(=NC(=CC1)C1=C(C=C(C=C1)F)OC)N1C(C[C@@H](C1)C)(C)C N-[(2-Amino-3-pyridyl)sulfonyl]-6-(4-fluoro-2-methoxyphenyl)-2-[(4S)-2,2,4-trimethylpyrrolidin-1-yl]pyridin-3-carboxamid